1-naphthyl N-methylcarbamate CNC(OC1=CC=CC2=CC=CC=C12)=O